N1=NC=C(C=C1)/C=C/C(=O)N1C(C=CCC1)=O (E)-1-(3-(pyridazin-4-yl)acryloyl)-5,6-dihydropyridin-2(1H)-one